ClC(C(=O)[O-])(C)Cl 2,2-dichloropropionate